C(C)C1=C(C=CC(=C1)C1=CC=C(C=C1)OCCCCOC)C1=CC=C(C=C1)O 4-{2-ethyl-4-[4-(4-methoxybutoxy)phenyl]phenyl}phenol